CNC1CCCCC1 N-methylcyclohexan-1-amine